C1(=CC=CC=C1)C(=O)C1(CC1)C(F)(F)F phenyl-[1-(trifluoromethyl)cyclopropyl]methanone